C(C)[C@@]1(C[C@@H]([C@H](CC1)C(=C)C)O)C ethyl-(1S,3S,4R)-p-menth-8-en-3-ol